triethyleneglycol e-bis(3-tert-butyl-4-hydroxy-5-methylphenyl)propionate C(C)(C)(C)C=1C=C(C=C(C1O)C)C(C(=O)OCCOCCOCCO)(C)C1=CC(=C(C(=C1)C)O)C(C)(C)C